C12CCCC(CC1)C2NC(CN2C(C(=CC=C2)NC([C@H](CCC(C(=O)NC)=O)NC(=O)C=2C(=NOC2C)C)=O)=O)=O (2S)-N1-(1-(2-(bicyclo[3.2.1]octan-8-ylamino)-2-oxoethyl)-2-oxo-1,2-dihydropyridin-3-yl)-2-(3,5-dimethylisoxazole-4-carboxamido)-N6-methyl-5-oxohexanediamide